OCC[N-]CCCCCCCCCCCC N-(2-hydroxyethyl)dodecylamide